ClP(C1=C(C=CC=C1)[Si](C)(C)C)C1=CC=C(C=C1)[Si](CCCC)(CCCC)CCCC chloro(4-(tributylsilyl)phenyl)(2-(trimethylsilyl)phenyl)phosphine